5-amino-N-(1-methyl-1H-pyrazol-3-yl)-N-(2-(trifluoromethyl)-6,7-dihydro-5H-cyclopenta[b]pyridin-5-yl)-[1,2,4]triazolo[4,3-c]quinazoline-9-carboxamide NC1=NC=2C=CC(=CC2C=2N1C=NN2)C(=O)N(C2CCC1=NC(=CC=C12)C(F)(F)F)C1=NN(C=C1)C